N-{(2S,3R,4S)-1-(bicyclo[1.1.1]pentane-1-carbonyl)-4-fluoro-2-[(2,2',5'-trifluoro[1,1'-biphenyl]-3-yl)methyl]pyrrolidin-3-yl}ethanesulfonamide C12(CC(C1)C2)C(=O)N2[C@H]([C@H]([C@H](C2)F)NS(=O)(=O)CC)CC=2C(=C(C=CC2)C2=C(C=CC(=C2)F)F)F